N-(4-(5-(4-chlorophenyl)-1H-pyrrolo[2,3-b]pyridine-3-carbonyl)thiazol-2-yl)propane-1-sulfonamide ClC1=CC=C(C=C1)C=1C=C2C(=NC1)NC=C2C(=O)C=2N=C(SC2)NS(=O)(=O)CCC